C=C(C)C1=C(C=CC=C1)[C@H]1N(CCC1)C1CC2(CN(C2)C(=O)OC(C)(C)C)C1 tert-butyl 6-[(2S)-2-[2-(prop-1-en-2-yl)phenyl] pyrrolidin-1-yl]-2-azaspiro[3.3]heptane-2-carboxylate